CC1=C(C=C2COC(C2=C1)=O)CNC(OC(C)(C)C)=O tert-butyl ((6-methyl-1-oxo-1,3-dihydroisobenzofuran-5-yl)methyl)carbamate